N1=NN(C2=NC=CC=C21)OC(=O)C2=CC1=C(OCCC3=C1SC=C3)C=C2C=2C(=NC(=CC2)N2CCCCC2)C(=O)OC methyl 3-(9-(((3H-[1,2,3]triazolo[4,5-b]pyridin-3-yl)oxy)carbonyl)-4,5-dihydrobenzo[b]thieno[2,3-d]oxepin-8-yl)-6-(piperidin-1-yl)picolinate